[Na+].FC(C(=O)[O-])(C(C(C(C(C(C(F)(F)F)(F)F)(F)F)(F)F)(F)F)(F)F)F.[Na+].FC(C(=O)[O-])(C(C(C(C(C(C(F)(F)F)(F)F)(F)F)(F)F)(F)F)(F)F)F sodium perfluorooctanoate, Sodium salt